N[C@H]1[C@@H]2N(C[C@H]1CC2)C(=O)C2=CC1=C(N(C(=N1)C=1N(C3=CC(=CC=C3C1)CC(C)(O)C)CC1CC1)C)C(=C2)OC 1-(2-{5-[(1R,4R,7R)-7-amino-2-azabicyclo[2.2.1]heptane-2-carbonyl]-7-methoxy-1-methyl-1H-1,3-benzodiazol-2-yl}-1-(cyclopropylmethyl)-1H-indol-6-yl)-2-methylpropan-2-ol